FC(C=1C=CC=2N(N1)C(=CN2)C2=CC(=NC=N2)N2C[C@H](N(CC2)C)C2(CC2)O)F (S)-1-(4-(6-(6-(Difluoromethyl)imidazo[1,2-b]pyridazin-3-yl)pyrimidin-4-yl)-1-methylpiperazin-2-yl)cyclopropan-1-ol